2-methylpropylimidazoline CC(CN1C=NCC1)C